5-oxopentanoate dihydrochloride Cl.Cl.O=CCCCC(=O)O